1,2-dihydro-1,3,4,6-tetramethyl-2-thioxo-pyrimidinium C[NH+]1C(N(C(C=C1C)C)C)=S